[N+](=O)([O-])C1=NC=C(C(=O)NNC(=O)[C@@H]2CN(CCC2)C(=O)OC(C)(C)C)C=C1 tert-butyl (S)-3-(2-(6-nitronicotinoyl)hydrazine-1-carbonyl)piperidine-1-carboxylate